C1(CCC1)OC=1C=2N(C=C(C1)C(=O)NC1=NC=CC=C1)C=C(N2)[C@@]21CO[C@@](CC2)(C1)C 8-Cyclobutoxy-2-((1S,4R)-1-methyl-2-oxabicyclo[2.2.1]heptan-4-yl)-N-(pyridin-2-yl)imidazo[1,2-a]pyridine-6-carboxamide